ClC=1C=C(C=CC1C#N)C1N(CCCC1)C(=O)O 2-(3-Chloro-4-cyanophenyl)piperidine-1-carboxylic acid